C(CCC)OCC(C)O propyleneglycol butyl ether